(S)-2-acetyloxypropanoyl chloride C(C)(=O)O[C@H](C(=O)Cl)C